tert-butyl 3-hydroxy-1H,4H,6H,7H-pyrazolo[4,3-c]pyridine-5-carboxylate OC1=NNC2=C1CN(CC2)C(=O)OC(C)(C)C